C(C1=CC=CC=C1)OC=1C=C(C(=O)NC2CNCC2)C=CC1OCC1=CC=CC=C1 3,4-bis(benzyloxy)-N-(pyrrolidin-3-yl)benzamide